C(C)OC(=O)C=1C[C@H]2N([C@H]2[C@@H](C1)OC(CC)CC)C(C)(C)C (1R,5R,6R)-7-(tert-butyl)-5-(pent-3-yloxy)-7-azabicyclo[4.1.0]hept-3-ene-3-carboxylic acid ethyl ester